COC=1C=C(C=CC1)/C=C/C1=CC=C(C(=O)O)C=C1 4-[(E)-2-(3-methoxyphenyl)vinyl]benzoic acid